{8-[4-({3-methyl-4-[(1-methyl-1,3-benzodiazol-5-yl)oxy]phenyl}amino)pyrido[3,2-d]pyrimidin-6-yl]-3,8-diazabicyclo[3.2.1]octan-3-yl}prop-2-en-1-one CC=1C=C(C=CC1OC1=CC2=C(N(C=N2)C)C=C1)NC=1C2=C(N=CN1)C=CC(=N2)N2C1CN(CC2CC1)C(C=C)=O